1-(3-(4-(4-(3-chloro-4-methoxypyrazolo[1,5-a]pyridin-6-yl)-1H-pyrazol-1-yl)piperidine-1-carbonyl)-3-methoxyazetidin-1-yl)prop-2-en-1-one ClC=1C=NN2C1C(=CC(=C2)C=2C=NN(C2)C2CCN(CC2)C(=O)C2(CN(C2)C(C=C)=O)OC)OC